4-(2-{5-[(7R)-7-amino-2-azabicyclo[2.2.1]heptane-2-carbonyl]-7-methoxy-1-methyl-1H-1,3-benzodiazol-2-yl}-1-(cyclopropylmethyl)-1H-pyrrolo[2,3-b]pyridin-6-yl)-2-chloro-6-methylphenol N[C@H]1C2N(CC1CC2)C(=O)C2=CC1=C(N(C(=N1)C1=CC=3C(=NC(=CC3)C3=CC(=C(C(=C3)C)O)Cl)N1CC1CC1)C)C(=C2)OC